1-((1-(2-(4-fluorophenyl)-2-oxoethyl)piperidin-4-yl)methyl)-1-methyl-3-((6-methylpyridin-3-yl)methyl)urea FC1=CC=C(C=C1)C(CN1CCC(CC1)CN(C(=O)NCC=1C=NC(=CC1)C)C)=O